CN(C(=C(C=C)C1CCN(CC1)C1=NC(=NC2=CC=C(C=C12)N(CCN1CCOCC1)C)C1(CC1)C)C)C [4-[4-(2-dimethylamino-1-vinyl-propenyl)-piperidin-1-yl]-2-(1-methyl-cyclopropyl)-quinazolin-6-yl]-methyl-(2-morpholin-4-yl-ethyl)-amine